FC1=CC=C2C(=CC(=NC2=C1)OC)C1(CC1)N 1-(7-fluoro-2-methoxyquinolin-4-yl)cyclopropanamine